COC(=O)C=1N(C(=C(N1)C#CC1=CC(=NC=C1)Cl)C)C1=C(C=C(C=C1)F)F 4-(2-chloro-pyridin-4-yl-ethynyl)-1-(2,4-difluoro-phenyl)-5-methyl-1H-imidazole-2-carboxylic acid methyl ester